C(#N)C(C)(C)C(C[SH-]C([S-])=S)CCCCCCCCCC 2-(2-cyanoprop-2-yl)-S-dodecyltrithiocarbonate